BrC=1C=C(C=2N(C1)C=C(N2)C)OC2CC2 6-bromo-8-(cyclopropoxy)-2-methyl-imidazo[1,2-a]pyridine